P(=O)(F)(F)F.[V].[Na] Sodium vanadium trifluorophosphate